FC=1C=C(\C=C\2/N=C(N(C2=O)C)/C=C/C(=O)OC)C=C(C1O)F methyl (E)-3-(4-((Z)-3,5-difluoro-4-hydroxybenzylidene)-1-methyl-5-oxo-4,5-dihydro-1H-imidazol-2-yl)acrylate